platinum-iron alloyl-manganese oxide [O-2].C(C=C)(=O)[Mn+].[Fe+2].[Pt+2]